tert-butyl 4-[3-(2,3-dichlorophenyl)-5-(methoxymethyl)-1H-pyrazolo[3,4-b]pyrazin-6-yl]piperazine-1-carboxylate ClC1=C(C=CC=C1Cl)C1=NNC2=NC(=C(N=C21)COC)N2CCN(CC2)C(=O)OC(C)(C)C